dodecyl-trithiosodium C(CCCCCCCCCCC)SSS[Na]